4-(bromomethyl)-[1,1-biphenyl]-2-carboxylic acid BrCC=1C=C(C(=CC1)C1=CC=CC=C1)C(=O)O